C(C)(C)(C)N1C=2[C@H](CC1)CNC2 (3aR,6aR)-tert-butyl-hexahydro-pyrrolo[3,4-b]pyrrole